1-(5-bromopyridin-2-yl)ethane-1-ol BrC=1C=CC(=NC1)C(C)O